[O-]CC.C(C)(CC)O[Al+]OC(C)CC disecbutoxyaluminum ethoxide